N-[3-chloro-2-fluoro-4-(oxetan-3-ylmethoxy)phenyl]-6-(1,6-diazaspiro[3.3]heptan-6-yl)pyrido[3,2-d]pyrimidin-4-amine ClC=1C(=C(C=CC1OCC1COC1)NC=1C2=C(N=CN1)C=CC(=N2)N2CC1(CCN1)C2)F